C(C1=CC=CC=C1)NC(N(C)[C@H](C)C1=CNC(C2=C(C(=CC=C12)F)F)=O)=O (R)-3-benzyl-1-(1-(7,8-difluoro-1-oxo-1,2-dihydroisoquinolin-4-yl)ethyl)-1-methylurea